3-(4-(((1-(1-(1-(2-iodopyrimidin-5-yl)piperidine-4-carbonyl)piperidin-4-yl)-1H-pyrazol-4-yl)methyl)amino)-1-oxoisoindolin-2-yl)piperidine-2,6-dione IC1=NC=C(C=N1)N1CCC(CC1)C(=O)N1CCC(CC1)N1N=CC(=C1)CNC1=C2CN(C(C2=CC=C1)=O)C1C(NC(CC1)=O)=O